ClC1=C(C=C2C(=N1)COC[C@@H]2N2C[C@H](NCC2)C2=C(C=CC=C2)OC(C)C)OC (R)-2-chloro-5-((R)-3-(2-isopropoxyphenyl)piperazin-1-yl)-3-methoxy-5,8-dihydro-6H-pyrano[3,4-b]pyridine